BrC1=C2C(CCC2=CC(=C1C=O)F)CCO[Si](C)(C)C(C)(C)C 4-bromo-3-(2-((tert-butyldimethylsilyl)oxy)ethyl)-6-fluoro-2,3-dihydro-1H-indene-5-carbaldehyde